FC1=C(C=CC=C1)[C@H](O)C1=C(C=CC=C1)I (S)-(2-fluorophenyl)(2-iodophenyl)methanol